(5S,7S)-2-[(S)-difluoromethylsulfinyl]-7-fluoro-5-(2-fluorophenyl)-6,7-dihydro-5H-pyrrolo[1,2-b][1,2,4]triazole FC([S@@](=O)C=1N=C2N(N1)[C@@H](C[C@@H]2F)C2=C(C=CC=C2)F)F